CC1(CO1)CCC 2-Methyl-1,2-pentylenoxid